6-fluoro-7-methyl-1,3-benzothiazol-2-amine FC1=C(C2=C(N=C(S2)N)C=C1)C